4-(2-(2-(3-((tert-butoxycarbonyl)methyl)phenoxy)ethoxy)ethylamino)-2-formylbenzoic acid C(C)(C)(C)OC(=O)CC=1C=C(OCCOCCNC2=CC(=C(C(=O)O)C=C2)C=O)C=CC1